(E)-1-(8-benzyl-2-oxa-5,8-diazaspiro[3.4]oct-5-yl)-3-(4-methoxyphenyl)prop-2-en-1-one C(C1=CC=CC=C1)N1CCN(C12COC2)C(\C=C\C2=CC=C(C=C2)OC)=O